C(CCCCCCCCCCC)NCCCCCCCCCCCC di(dodecyl)amine